(E)-methyl 7-(1-(2-(2-ethylbutylamino)-2-oxoethyl)-2-oxo-1,2-dihydro-pyridin-3-ylamino)-6-(1-methyl-1H-imidazole-5-carboxamido)-7-oxohept-2-enoate C(C)C(CNC(CN1C(C(=CC=C1)NC(C(CC/C=C/C(=O)OC)NC(=O)C1=CN=CN1C)=O)=O)=O)CC